(3S)-3-[5-(1-hydroxybut-3-enyl)-1-oxo-isoindolin-2-yl]Piperidine-2,6-dione OC(CC=C)C=1C=C2CN(C(C2=CC1)=O)[C@@H]1C(NC(CC1)=O)=O